(1R)-1-{5-[3-(Trifluoromethoxy)phenyl]-1,3,4-oxadiazol-2-yl}-6-azaspiro[2.5]octan-6-sulfonamid FC(OC=1C=C(C=CC1)C1=NN=C(O1)[C@@H]1CC12CCN(CC2)S(=O)(=O)N)(F)F